NC12CCC(CC1)(C2)N2C(=C(C1=C2N=CN=C1N)C=1C=NC2=CC=CC=C2C1)C#CC 7-(4-aminobicyclo[2.2.1]heptan-1-yl)-6-(propyn-1-yl)-5-(quinolin-3-yl)-7H-pyrrolo[2,3-d]pyrimidin-4-amine